4,4'-dimethylol-2,2'-bipyridine C(O)C1=CC(=NC=C1)C1=NC=CC(=C1)CO